6-(3-Fluoro-5-isobutoxyphenyl)-2-(2-methyl-1-piperidyl)-N-(1H-pyrazol-5-ylsulfonyl)pyridin-3-carboxamid FC=1C=C(C=C(C1)OCC(C)C)C1=CC=C(C(=N1)N1C(CCCC1)C)C(=O)NS(=O)(=O)C1=CC=NN1